6-methylquinazoline-1-oxide CC=1C=C2C=NC=[N+](C2=CC1)[O-]